BrC1=CC=2C3=C(C=NC2C=C1F)NC(N3C(C)C)=O 8-bromo-7-fluoro-1-isopropyl-3H-imidazo[4,5-c]quinolin-2-one